CS(=O)(=O)C1=CC=C(C=C1)[C@H]([C@@H](CF)N)O (1R,2S)-1-[4-(methylsulfonyl)phenyl]-2-amino-3-fluoro-1-propanol